acryloyloxydodecyl dihydrogen phosphate Hydrogen phosphate P(=O)(O)(O)O.P(=O)(OCCCCCCCCCCCCOC(C=C)=O)(O)O